5-(3-Chlorophenyl)-N-(5-{[(1S,2S)-2-hydroxycyclohexyl]carbamoyl}-2-methylphenyl)pyridine-3-carboxamide ClC=1C=C(C=CC1)C=1C=C(C=NC1)C(=O)NC1=C(C=CC(=C1)C(N[C@@H]1[C@H](CCCC1)O)=O)C